O1C=C(C=C1)C#N furane-3-carbonitrile